COC1=CC=C(CN(C=2C=C(C=CC2Cl)C(C)(C2CC2)C(C(=O)OC)C(=O)OC)CC2=CC=C(C=C2)OC)C=C1 dimethyl (1-{3-[bis(4-methoxybenzyl)amino]-4-chlorophenyl}-1-cyclopropylethyl)malonate